C(C)(C)(C)NC1=NC(=C(C2=C1C(N1C(CO2)CN(CC1)C(=O)OC(C)(C)C)=O)Cl)C1=C(C=CC=C1)F tert-butyl 1-(tert-butylamino)-4-chloro-3-(2-fluorophenyl)-12-oxo-6a,7,9,10-tetrahydro-6H-pyrazino[2,1-c]pyrido[3,4-f][1,4]oxazepin-8(12H)-carboxylate